C(C)C1COCC(N1)=O 5-ethylmorpholin-3-one